FC1=C(C=C(C=C1)C=1OC(=NN1)C=1OC=CC1)NC(C1=C(C=CC=C1)OCCF)=O N-(2-fluoro-5-(5-(furan-2-yl)-1,3,4-oxadiazol-2-yl)phenyl)-2-(2-fluoroethoxy)benzamide